ethyl-methyl-imidazole bromine salt [Br].C(C)C=1N=C(NC1)C